C=CCOC1=CC=CC=C1OC[C@@H]2CO2 (2S)-3-(o-allyloxyphenoxy)-1,2-epoxypropane